CC=1N=CSC1[C@@H](C=1N=NN(C1)C1(CC1)C(F)(F)F)NC=1C=C2C(=C(C=NC2=C(C1)C#N)C#N)NCC(C)(C)C (R)-6-(((4-methylthiazol-5-yl)(1-(1-(trifluoromethyl)cyclopropyl)-1H-1,2,3-triazol-4-yl)methyl)amino)-4-(neopentylamino)quinoline-3,8-dicarbonitrile